NC1=CC=C(C=C1)N=NC1=CC(=CC=C1)Cl 4-amino-3'-chloroazobenzene